N1(CCOCC1)C(=O)C12CC3(CC(CC(C1)C3)C2)NC(=O)C2=NC(=CC=C2)C 6-Methyl-pyridine-2-carboxylic acid [3-(morpholine-4-carbonyl)-adamantan-1-yl]-amide